FC1(CN(CC[C@H]1NC1=NN2C(C(=N1)OC)=C(C(=C2)F)C=2C=C(C=1N(C2)C(=CN1)C(F)F)F)C1COC1)F (R)-N-(3,3-difluoro-1-(oxetan-3-yl)piperidin-4-yl)-5-(3-(difluoromethyl)-8-fluoroimidazo[1,2-a]pyridin-6-yl)-6-fluoro-4-methoxypyrrolo[2,1-f][1,2,4]triazin-2-amine